C(C)N1C(=NC(=C1)C(F)(F)F)C1=C(C=C(C=C1)[C@H](C)N1C=2N(CCC1=O)N=C(C2)C2=C(C=NN2C(C)C)C#N)F (s)-5-(4-(1-(4-(1-ethyl-4-(trifluoromethyl)-1H-imidazol-2-yl)-3-fluorophenyl)ethyl)-5-oxo-4,5,6,7-tetrahydropyrazolo[1,5-a]pyrimidin-2-yl)-1-isopropyl-1H-pyrazole-4-carbonitrile